benzo[d]imidazole-1-carboxylate N1(C=NC2=C1C=CC=C2)C(=O)[O-]